2,6-dihydro-7H-pyrrolo[2,3-c]pyridin-7-one N=1CC=C2C1C(NC=C2)=O